ClC1=CC=C(N=N1)CN1C(=NC2=C1C=CC=C2F)C=2C(=NON2)N 4-(1-((6-chloropyridazin-3-yl)methyl)-4-fluoro-benzoimidazol-2-yl)-1,2,5-oxadiazol-3-amine